O=S1CC2=C(C1)C(=CC(=C2)S(=O)(=O)O)S(=O)(=O)O 1,3-dihydro-2-oxobenzo[c]thiophene-4,6-disulfonic acid